C(CCCCCCCCCCCCCCC(C)C)(=O)OCC(CCCCCCCCCC)CCCCCCCC 2-octyldodecyl isostearate